(3R)-1-[(2S)-7-chloro-1,2,3,4-tetrahydronaphthalen-2-yl]-3-[(4-methanesulfonylphenoxy)methyl]piperidine ClC1=CC=C2CC[C@@H](CC2=C1)N1C[C@@H](CCC1)COC1=CC=C(C=C1)S(=O)(=O)C